N-[[4-[2-(2-amino-3-pyridyl)-6-(3-pyridyl)imidazo[4,5-b]pyridin-3-yl]phenyl]methyl]-4-(5-hydroxy-3-methyl-pyrazol-1-yl)benzamide NC1=NC=CC=C1C1=NC=2C(=NC=C(C2)C=2C=NC=CC2)N1C1=CC=C(C=C1)CNC(C1=CC=C(C=C1)N1N=C(C=C1O)C)=O